4-({4-[6-(2,3-Dihydro-benzo[1,4]dioxin-5-yl)-2-methoxy-pyridin-3-ylamino]-benzoyl-amino}-methyl)-piperidine-1-carboxylic acid tert-butyl ester C(C)(C)(C)OC(=O)N1CCC(CC1)CNC(C1=CC=C(C=C1)NC=1C(=NC(=CC1)C1=CC=CC=2OCCOC21)OC)=O